FC(OC=1C(N(C=CC1)C=1C=NC=CC1)=O)F (difluoromethoxy)-2H-[1,3'-bipyridin]-2-one